N-(5-((2-(1-azaspiro[4.5]decan-1-yl)ethyl)carbamoyl)-2-methylpyridin-3-yl)-7-(1-methyl-1H-pyrazol-4-yl)-[1,2,4]triazolo[4,3-a]pyridine-3-carboxamide N1(CCCC12CCCCC2)CCNC(=O)C=2C=C(C(=NC2)C)NC(=O)C2=NN=C1N2C=CC(=C1)C=1C=NN(C1)C